(R)-α-phenylethylalcohol C1(=CC=CC=C1)[C@@H](C)O